ClC1=C(CNC(=O)C=2N=CN(C2)C2=NC(=NC=C2C)N[C@@H]2COCC2)C(=CC=C1)C(F)(F)F (S)-N-(2-chloro-6-(trifluoromethyl)-benzyl)-1-(5-methyl-2-((tetra-hydrofuran-3-yl)amino)-pyrimidin-4-yl)-1H-imidazole-4-carboxamide